CS(=O)(=O)O Methansulfonic acid